OC(C(=O)C1=CC=C(C=C1)CC1=CC=C(C=C1)C(C(C)(C)O)=O)(C)C 2-hydroxy-1-{4-[4-(2-hydroxy-2-methyl-propionyl)-benzyl]-phenyl}-2-methylpropan-1-one